5-iodo-3,4-dihydro-2H-pyran IC=1CCCOC1